OC1=C(C=CC(=C1)OC)C1=C(C(=O)C2=CC=CC=C2)C=CC=C1 2-hydroxy-4-methoxyphenyl-benzophenone